tert-Butyl (1R,3S,5R)-3-((6-bromo-3-((3,3-difluoroazetidin-1-yl)methyl)pyridin-2-yl)carbamoyl)-5-methyl-2-azabicyclo[3.1.0]hexane-2-carboxylate BrC1=CC=C(C(=N1)NC(=O)[C@H]1N([C@@H]2C[C@@]2(C1)C)C(=O)OC(C)(C)C)CN1CC(C1)(F)F